C(CCCCCCCCCCCCCCC)(=O)OCC(COC(CCCCCCCCCCCCCCC)=O)(CO)CO pentaerythritol dipalmitate